6-aminobenzo[d]isothiazol-3(2H)-one-1,1-dioxide NC1=CC2=C(C(NS2(=O)=O)=O)C=C1